P(OCC)(OC1=CC=C(C=C1)[N+](=O)[O-])=S O-ethyl O-4-nitrophenyl thiophosphonate